6-(benzyloxy)-3-(4-{1-[(1r,3r)-3-(piperidin-4-yloxy)cyclobutyl]piperidin-4-yl}phenyl)quinazolin-4-one C(C1=CC=CC=C1)OC=1C=C2C(N(C=NC2=CC1)C1=CC=C(C=C1)C1CCN(CC1)C1CC(C1)OC1CCNCC1)=O